OCC1C2C(N3N1C(CC3C)=O)C=3C=CC=CC3C2 10-(Hydroxymethyl)-3-methyl-2,3,4a,9,9a,10-hexahydro-1H-indeno[1,2-c]pyrazolo[1,2-a]pyrazol-1-one